(2R,3R,4S,5R)-2-(2-amino-6-chloro-9H-purin-9-yl)-5-(hydroxymethyl)tetrahydrofuran-3,4-diol NC1=NC(=C2N=CN(C2=N1)[C@@H]1O[C@@H]([C@H]([C@H]1O)O)CO)Cl